C(C)(C)C1(CC=C(CCC=C(CCC=C(CC1)C)C)C)O 1-isopropyl-4,8,12-trimethylcyclotetradec-3,7,11-trienol